gluconic acid-valine salt N[C@@H](C(C)C)C(=O)O.O=C([C@H](O)[C@@H](O)[C@H](O)[C@H](O)CO)O